4-(4-(1-(4-(5-chloro-2-(4-chloro-1H-1,2,3-triazol-1-yl)phenyl)-5-methoxy-2-oxopyridin-1(2H)-yl)propyl)-1H-1,2,4-triazol-2-yl)benzoic acid ClC=1C=CC(=C(C1)C1=CC(N(C=C1OC)C(CC)N1CN(NC1)C1=CC=C(C(=O)O)C=C1)=O)N1N=NC(=C1)Cl